Cl.ClC1=C(C=C(C=C1)C(C(F)(F)F)N)F 1-(4-chloro-3-fluorophenyl)-2,2,2-trifluoroethan-1-amine hydrochloride